C(N)(=O)C=1N=NC(=CC1NC1=CC=CC=C1)C1=C(C=CC=C1F)F 4-((3-carbamoyl-6-(2,6-difluorophenyl)pyridazin-4-yl)amino)benzene